FC1=CC2=C(NC(C3N2CCNC3)=O)C=N1 2-fluoro-7,8,9,10-tetrahydro-5H-pyrazino[1,2-a]pyrido[3,4-e]pyrazin-6(6aH)-one